FC1=C(C=O)C=CC(=C1)OC1=CC=NC=C1 2-fluoro-4-(4-pyridinyloxy)benzaldehyde